3-chloro-5-(3-chloro-2-fluoropyridin-4-yl)-4H-benzo[e][1,2,4]thiadiazine 1,1-dioxide ClC1=NS(C2=C(N1)C(=CC=C2)C2=C(C(=NC=C2)F)Cl)(=O)=O